C(C)(C)C1=NC=CC=C1C1=NC=C2N(C(N(C2=N1)CC1=CC=C(C=C1)N1N=C(C=C1C)OC)=O)C 2-(2-isopropylpyridin-3-yl)-9-(4-(3-methoxy-5-methyl-1H-pyrazol-1-yl)benzyl)-7-methyl-7,9-dihydro-8H-purin-8-one